FC(C(=O)O)(F)F.NC1=NC=CC(=C1Cl)SC=1N=CC(=NC1)N1CCC2([C@@H](C=3N(N=CC3F)C2)N)CC1 (S)-1-(5-((2-amino-3-chloropyridin-4-yl)thio)pyrazin-2-yl)-3'-fluoro-4'H,6'H-spiro[piperidine-4,5'-pyrrolo[1,2-b]pyrazol]-4'-amine (trifluoroacetate)